ethyl (E)-3-(amino (methoxycarbonylamino) methyleneamino)-1-(2-((2-(3-chloro-2-fluorobenzylamino)-2-oxoethyl) (isopropyl) amino)-2-oxoethyl)-1H-pyrazole-4-carboxylate N/C(/NC(=O)OC)=N\C1=NN(C=C1C(=O)OCC)CC(=O)N(C(C)C)CC(=O)NCC1=C(C(=CC=C1)Cl)F